[Pb](Br)Br.[Cs] cesium lead bromide